N,N',N''-triphenylguanidine C1(=CC=CC=C1)NC(=NC1=CC=CC=C1)NC1=CC=CC=C1